C(#N)C1=CC=C(C=C1)C=1N=NC=CC1C(=O)NCC=1C(=NC=C(C1)F)N1CCOCC1 4-cyanophenyl-N-[(5-fluoro-2-morpholino-3-pyridyl)methyl]pyridazine-4-carboxamide